C(C1=CC=CC=C1)OC1=C(C=CC(=C1)OCC1=CC=CC=C1)C1(COC1)NCC=1C(=C(C=CC1)NC(OC(C)(C)C)=O)F tert-butyl N-{3-[({3-[2,4-bis(benzyloxy)phenyl]oxetan-3-yl}amino)methyl]-2-fluorophenyl}carbamate